N1CCC2(CC1)[C@@H](C=1C(=NC=CC1)C2)NS(=O)C(C)(C)C N-((S)-5,7-dihydrospiro[cyclopenta[b]pyridin-6,4'-piperidin]-5-yl)-2-methylpropan-2-sulfinamide